[C@H]12COC[C@H](CC1)N2C=2C(=C(N)C=CC2)[N+](=O)[O-] 3-((1R,5S)-3-oxa-8-azabicyclo[3.2.1]octan-8-yl)-2-nitroaniline